(1-(6,7-dimethoxy-3-((4-methoxyphenyl)sulfonyl)quinolin-4-yl)piperidin-3-yl)methanol COC=1C=C2C(=C(C=NC2=CC1OC)S(=O)(=O)C1=CC=C(C=C1)OC)N1CC(CCC1)CO